NC1=CC=C(N(C)C)C=C1 p-amino-N,N-dimethylaniline